NC=1N=NC(=CC1N1CCC(CC1)(C1=CC=CC=C1)C(=O)N1CCNCC1)C1=C(C=CC=C1)O [1-[3-amino-6-(2-hydroxyphenyl)pyridazin-4-yl]-4-phenyl-4-piperidyl]-piperazin-1-yl-methanone